N1=CC=C(C=C1)OC1CC(N(C1)C(=O)[O-])C(=O)[O-] 4-(pyridin-4-yloxy)pyrrolidine-1,2-dicarboxylate